N-methyl-2-(4-(2-(4-nitrophenoxy)ethoxy)phenyl)ethanamine CNCCC1=CC=C(C=C1)OCCOC1=CC=C(C=C1)[N+](=O)[O-]